ClC1=NC(=CC(=N1)NC1=CC(=CC=C1)N(C)C)C1=CC=CC=C1 N1-(2-chloro-6-phenyl-pyrimidin-4-yl)-N3,N3-dimethyl-benzene-1,3-diamine